[C@@H]1([C@H](O)[C@@H](O)[C@@H](O)[C@H](O1)CO)OCC(CO)O 3-O-beta-galactopyranosyl-glycerol